ClC1=C(C=C(C=C1)C=1NC(C=2N(C1)N=C(C2C2CC2)C(=O)OCC)=O)F Ethyl 6-(4-chloro-3-fluorophenyl)-3-cyclopropyl-4-oxo-4,5-dihydropyrazolo[1,5-a]pyrazine-2-carboxylate